BrC=1C=C(C(=NC1)[N+](=O)[O-])O[C@@H](C)C1=C(C=NC=C1F)F 5-bromo-3-[(1S)-1-(3,5-difluoropyridin-4-yl)ethoxy]-2-nitropyridine